NC(C#CC1=NC(=CC(=N1)C1=NC=2C=CC3=C(C2C=C1)C1=C(S3)C(N[C@@H](CN1)C)=O)C#C[Si](C)(C)C)(C)C (R)-3-(2-(3-amino-3-methylbut-1-yn-1-yl)-6-((trimethylsilyl)ethynyl)pyrimidin-4-yl)-10-methyl-9,10,11,12-tetrahydro-8H-[1,4]diazepino[5',6':4,5]thieno[3,2-f]quinolin-8-one